1-(6-aminopyridin-3-yl)-3,6-dimethylpiperidin-3-ol NC1=CC=C(C=N1)N1CC(CCC1C)(O)C